3-diethoxymethylsilylpropanethiolate C(C)OC(OCC)[SiH2]CCC[S-]